C(C)N1C=C(C(C2=CC(=C(N=C12)N1CCNCC1)F)=O)C(C=CC1=CC=C(C=C1)F)=O 1-ethyl-6-fluoro-7-piperazin-1-yl-3-(4-fluoro-cinnamoyl)-[1,8]naphthyridin-4(1H)-one